2,4-difluoro-N-(2-methoxy-5-(4-(3-((E)-4-oxopent-2-enoyl)-3,8-diazabicyclo[3.2.1]octan-8-yl)quinazolin-6-yl)pyridin-3-yl)benzene-sulfonamide FC1=C(C=CC(=C1)F)S(=O)(=O)NC=1C(=NC=C(C1)C=1C=C2C(=NC=NC2=CC1)N1C2CN(CC1CC2)C(\C=C\C(C)=O)=O)OC